2-chloro-6-(2-hydroxy-2-methylpropoxy)-N-(2-(trifluoromethyl)pyridin-4-yl)pyrimidine ClC1N(C(=CC=N1)OCC(C)(C)O)C1=CC(=NC=C1)C(F)(F)F